phosphorus (iii) methanol CO.[P+3]